2-(2-(1-(1-(4-(trifluoromethoxy)phenyl)-1H-1,2,4-triazol-3-yl)piperidin-4-yl)ethyl)isoindoline-1,3-dione FC(OC1=CC=C(C=C1)N1N=C(N=C1)N1CCC(CC1)CCN1C(C2=CC=CC=C2C1=O)=O)(F)F